Sodium chlorodi-fluoroacetate ClC(C(=O)[O-])(F)F.[Na+]